N-(5-((6-chloro-1,2,3,4-tetrahydroacridin-9-yl)amino)-3-(isopentyldithio)pent-2-en-2-yl)-N-(3-methoxybenzyl)carboxamide ClC=1C=C2N=C3CCCCC3=C(C2=CC1)NCCC(=C(C)N(C=O)CC1=CC(=CC=C1)OC)SSCCC(C)C